1-[(4-chlorophenyl)methyl]-2-[(pyrrolidin-1-yl)methyl]-1H-imidazole ClC1=CC=C(C=C1)CN1C(=NC=C1)CN1CCCC1